N1CCC2=C(C=CC=C12)N1CCC(CC1)C(=O)OC(C)(C)C tert-butyl 1-indolin-4-ylpiperidine-4-carboxylate